COC=1N(C=C(N1)C=1C(=NC=CC1)N1CCN(CC1)C)C(=O)NCC#CC(C)C methoxy-N-(4-methylpent-2-yn-1-yl)-4-(2-(4-methylpiperazin-1-yl)pyridin-3-yl)-1H-imidazole-1-carboxamide